(1-bromo-2-((4-chlorophenyl)sulfonyl)ethyl)naphthalene BrC(CS(=O)(=O)C1=CC=C(C=C1)Cl)C1=CC=CC2=CC=CC=C12